CC1=C(C#N)C=C(C=C1)N 2-methyl-5-aminobenzonitrile